7-chloro-2-cyclopropylquinazolin-4(3H)-one ClC1=CC=C2C(NC(=NC2=C1)C1CC1)=O